C(C)(C)(C)OC(COCCOCCOCCOCCOCC(=O)OCC)=O 1-Ethyl 2-[2-[2-[2-[2-(2-tert-butoxy-2-oxo-ethoxy)ethoxy]ethoxy]ethoxy]ethoxy]acetate